COC1=C(C=CC=C1)C1=NOC(=N1)C1=CC=CC=2N(N=NC21)C(C)C [3-(2-methoxyphenyl)-1,2,4-oxadiazol-5-yl]-1-(propan-2-yl)-1H-1,2,3-benzotriazole